BrCCN1CCCCC1 (2-bromoethyl)piperidine